S-methyl thiosulfate S(=O)(=O)(SC)[O-]